C(C(=C)C)(=O)OCCCCN=C=O 4-isocyanatobutyl methacrylate